N[13CH](C#N)C1=CC=CC=C1 aminophenylacetonitrile-2-13C